C[C@@H]1N(C[C@H](N(C1)C(C)C=1C=C2N=CC=NC2=CC1)C)C1=CC(N(C=2C=CC(=NC12)C#N)C)=O 8-[(2S,5R)-2,5-dimethyl-4-[1-(quinoxalin-6-yl)ethyl]piperazin-1-yl]-5-methyl-6-oxo-5,6-dihydro-1,5-naphthyridine-2-carbonitrile